BrC=1C=NC=CC1C(=O)NC1=CC=CC=C1 3-bromo-N-phenylpyridine-4-carboxamide